6'-(dibenzo[b,d]thiophen-1-yl)-4,4''-bis(3-methyl-9H-carbazol-9-yl)-5'-(4-(3-methyl-9H-carbazol-9-yl)phenyl)-3'-(pyridin-4-yl)-[1,1':2',1''-terphenyl]-4'-carbonitrile C1(=CC=CC=2SC3=C(C21)C=CC=C3)C=3C(=C(C(=C(C3C3=CC=C(C=C3)N3C2=CC=CC=C2C=2C=C(C=CC32)C)C3=CC=C(C=C3)N3C2=CC=CC=C2C=2C=C(C=CC32)C)C3=CC=NC=C3)C#N)C3=CC=C(C=C3)N3C2=CC=CC=C2C=2C=C(C=CC32)C